tert-butyl 4-methyl-4-[N-(5-methylpyridin-3-yl)carbamoyl]piperidine-1-carboxylate CC1(CCN(CC1)C(=O)OC(C)(C)C)C(NC=1C=NC=C(C1)C)=O